[Si](C)(C)(C(C)(C)C)OCCNC1C[C@H](N(CC1)C(=O)OC(C)(C)C)C1=CC=CC=C1 tert-butyl {2S}-4-((2-((tert-butyldimethylsilyl)oxy)ethyl)amino)-2-phenylpiperidine-1-carboxylate